FC(C=1C2=C(NN1)CCC2=O)(F)F 3-(trifluoromethyl)-5,6-dihydro-1H-cyclopenta[c]pyrazol-4-one